N(=O)N1CCNCC1 4-nitrosopiperazine